2-(5-(benzyloxy)-2-fluorobenzoyl)-2-azaspiro[3.3]heptane-6-carboxylic acid C(C1=CC=CC=C1)OC=1C=CC(=C(C(=O)N2CC3(C2)CC(C3)C(=O)O)C1)F